N-(3-((1-Oxo-6-(3-(trifluoromethyl)-1H-pyrazol-4-yl)isoquinolin-2(1H)-yl)methyl)phenyl)acetamide O=C1N(C=CC2=CC(=CC=C12)C=1C(=NNC1)C(F)(F)F)CC=1C=C(C=CC1)NC(C)=O